benzyl (2E)-2-methylhex-2,5-dienoate C/C(/C(=O)OCC1=CC=CC=C1)=C\CC=C